C(C1=CC=CC=C1)O[C@@](CCC=C)(C(F)(F)F)C1=NN=C(O1)C1=NC(=C(C=C1NC(OC(C)(C)C)=O)C(F)(F)F)CC(CC=C)C tert-Butyl N-[2-[5-[(1R)-1-benzyloxy-1-(trifluoromethyl)pent-4-enyl]-1,3,4-oxadiazol-2-yl]-6-(2-methylpent-4-enyl)-5-(trifluoromethyl)-3-pyridyl]carbamate